2,4,6-trimethylcinnamamide CC1=C(C=CC(=O)N)C(=CC(=C1)C)C